ClC=1C(N(N=CC1NCC1COCCC1)[C@@H]1CC[C@H](CC1)[C@@H](O)C=1C(=NC(=CC1)F)C)=O trans-4-chloro-2-[4-[(R)-(6-fluoro-2-methyl-3-pyridyl)-hydroxy-methyl]cyclohexyl]-5-(tetrahydropyran-3-ylmethylamino)pyridazin-3-one